2-{4-[2-(3,3-difluoropyrrolidin-1-yl)ethoxy]-3,5-dimethylphenyl}-5,7-dimethoxy-3,4-dihydroquinazolin-4-one FC1(CN(CC1)CCOC1=C(C=C(C=C1C)C1=NC2=CC(=CC(=C2C(N1)=O)OC)OC)C)F